5-(2-fluorophenyl)-1-(pyridine-3-sulfonyl)-pyrrole-3-formaldehyde FC1=C(C=CC=C1)C1=CC(=CN1S(=O)(=O)C=1C=NC=CC1)C=O